(S)-N-(8-(2-chloro-5-fluorophenyl)-3-(methylcarbamoyl)-6-oxo-5,6,7,8-tetrahydroimidazo[1,5-a]pyrazin-1-yl)benzo[d]isothiazole-3-carboxamide hydrobromide salt Br.ClC1=C(C=C(C=C1)F)[C@H]1C=2N(CC(N1)=O)C(=NC2NC(=O)C2=NSC1=C2C=CC=C1)C(NC)=O